tert-butyl 4-{3-[1-(2,6-dioxopiperidin-3-yl)-3-methyl-2-oxo-1,3-benzodiazol-5-yl]azetidin-1-yl}piperidine-1-carboxylate O=C1NC(CCC1N1C(N(C2=C1C=CC(=C2)C2CN(C2)C2CCN(CC2)C(=O)OC(C)(C)C)C)=O)=O